7-(4-(6-(4-(4-(2-methoxyethyl)piperazin-1-yl)phenyl)-1-methyl-1H-benzo[d]imidazol-4-yl)phenyl)-2-(oxetan-3-yl)-2,7-diazaspiro[3.5]nonane COCCN1CCN(CC1)C1=CC=C(C=C1)C=1C=C(C2=C(N(C=N2)C)C1)C1=CC=C(C=C1)N1CCC2(CN(C2)C2COC2)CC1